5-(3,4-Dihydroxybenzylidene)pyrimidine-2,4,6(1H,3H,5H)-trione OC=1C=C(C=C2C(NC(NC2=O)=O)=O)C=CC1O